(R)-1-(2-chloropyridin-3-yl)ethyl (4-(6-methoxy-5-(methylsulfonamido)pyridin-2-yl)-1-methyl-1H-1,2,3-triazol-5-yl)carbamate COC1=C(C=CC(=N1)C=1N=NN(C1NC(O[C@H](C)C=1C(=NC=CC1)Cl)=O)C)NS(=O)(=O)C